CN(CC1=C(C=CC(=C1)B1OC(C(O1)(C)C)(C)C)C1CCOCC1)C N,N-dimethyl-1-(2-(tetrahydro-2H-pyran-4-yl)-5-(4,4,5,5-tetramethyl-1,3,2-dioxaborolan-2-yl)phenyl)methanamine